4-(benzyloxy)cyclohexanone C(C1=CC=CC=C1)OC1CCC(CC1)=O